((((2R,3S,4R,5R)-5-(6-chloro-4-(((S)-2,3-dihydro-1H-inden-1-yl)amino)-1H-pyrazolo[3,4-d]pyrimidin-1-yl)-3,4-dihydroxytetrahydrofuran-2-yl)methoxy)methyl)phosphonic acid ClC1=NC(=C2C(=N1)N(N=C2)[C@H]2[C@@H]([C@@H]([C@H](O2)COCP(O)(O)=O)O)O)N[C@H]2CCC1=CC=CC=C21